O=C1NC(CCC1N1CC2=CC=C(C=C2C1=O)N1CCN(CC1)CC1CCN(CC1)C1=CC=C(C(=O)N)C=C1)=O 4-(4-((4-(2-(2,6-dioxopiperidin-3-yl)-3-oxoisoindolin-5-yl)piperazin-1-yl)methyl)piperidin-1-yl)benzamide